COC1=CC=C(CN2CC(CC2)NC(OC(C)(C)C)=O)C=C1 tert-Butyl (1-(4-methoxybenzyl)pyrrolidin-3-yl)carbamate